2-(5-{[(4-{4-[(1,1-dioxo-1λ6-thian-4-yl)amino]-1-(2,2,2-trifluoroethyl)-1H-indol-2-yl}phenyl)methyl]amino}pyridine-2-yl)-2-methylpropanenitrile O=S1(CCC(CC1)NC1=C2C=C(N(C2=CC=C1)CC(F)(F)F)C1=CC=C(C=C1)CNC=1C=CC(=NC1)C(C#N)(C)C)=O